tert-butyl-5-(1-cyano-6,7,8,9-tetrahydro-5H-pyrido[3,4-b]indol-4-yl)-3,6-dihydropyridine-1(2H)-carboxylate C(C)(C)(C)OC(=O)N1CCC=C(C1)C1=CN=C(C=2NC=3CCCCC3C21)C#N